C(C)(C)(C)N(C(O)=O)C[C@H]1N(CCC1)C1=C(C(=CC=C1[N+](=O)[O-])F)NC(C)=O.ClC1=C(C(=CC=C1)Cl)CC=O 2-(2,6-dichlorophenyl)ethan-1-one (S)-tert-butyl-(1-(2-acetamido-3-fluoro-6-nitrophenyl)pyrrolidin-2-yl)methylcarbamate